N-(2-(dimethylamino)ethyl)acridin-4-carboxamide CN(CCNC(=O)C1=CC=CC2=CC3=CC=CC=C3N=C12)C